ClCC(=O)NC1=C(C=CC(=C1)C)C(C(F)(F)F)OC 2-chloro-N-(5-methyl-2-(2,2,2-trifluoro-1-methoxyethyl)phenyl)acetamide